C1(CCC1)CN1C(N(CC12CCC(CC2)(C2=CC(=CC=C2)F)N(C)C)CC2=CC=C(C=C2)OC)=O 1-(cyclobutyl-methyl)-8-dimethylamino-8-(3-fluorophenyl)-3-[(4-methoxyphenyl)-methyl]-1,3-diazaspiro[4.5]decan-2-one